2-(4-(5-(4-((1H-pyrazol-1-yl)methyl)-3-methoxyphenyl)-4-aminopyrrolo[2,1-f][1,2,4]triazin-7-yl)-1H-pyrazol-1-yl)ethan-1-ol N1(N=CC=C1)CC1=C(C=C(C=C1)C=1C=C(N2N=CN=C(C21)N)C=2C=NN(C2)CCO)OC